2-ethoxy-4-formylphenolate C(C)OC1=C(C=CC(=C1)C=O)[O-]